C(C)(C)(C)OC(NC=1C=NC(=C(C1)F)Cl)=O tert-butyl(6-chloro-5-fluoropyridin-3-yl)carbamate